ClC(C(=O)OC1=C(C=CC(=C1)CCC1=CC(=CC=C1)OC)OC)Cl 2-methoxy-5-(3-methoxyphenylethyl)phenyl 2,2-dichloroacetate